C(#CC)C=1C=C(C=CC1)B(O)O (3-(prop-1-yn-1-yl)phenyl)boronic acid